2-([1,1'-Biphenyl]-3-yl)-4-phenyl-6-(3-(10-phenylanthracene-9-yl)phenyl)-1,3,5-triazine C1(=CC(=CC=C1)C1=NC(=NC(=N1)C1=CC=CC=C1)C1=CC(=CC=C1)C=1C2=CC=CC=C2C(=C2C=CC=CC12)C1=CC=CC=C1)C1=CC=CC=C1